CC1=NN(C(=C1)C)C1=NC(=CC(=N1)NC(NCCCCCCC(=O)NO)=O)C1=CC(=CC=C1)OC 7-(3-(2-(3,5-dimethyl-1H-pyrazol-1-yl)-6-(3-methoxyphenyl)pyrimidin-4-yl)ureido)-N-hydroxyheptanamide